NC=1NC(C=2N=CN(C2N1)[C@@H]1O[C@@H]([C@H]([C@H]1OCCN)O)CO)=O 2-amino-9-((2R,3R,4R,5R)-3-(2-aminoethoxy)-4-hydroxy-5-(hydroxymethyl)tetrahydrofuran-2-yl)-1,9-dihydro-6H-purin-6-one